α-bromobenzyl cyanide BrC(C1=CC=CC=C1)C#N